16-methyl-heptadecanoic acid CC(CCCCCCCCCCCCCCC(=O)O)C